2,6-bis(2,3,4-trihydroxyphenylmethyl)-4-methylphenol OC1=C(C=CC(=C1O)O)CC1=C(C(=CC(=C1)C)CC1=C(C(=C(C=C1)O)O)O)O